3-methylbut-3-enyl icosanoate C(CCCCCCCCCCCCCCCCCCC)(=O)OCCC(=C)C